CN(C1=NC2=C(N1)C=CC(=C2)N)C N2,N2-Dimethyl-1H-benzo[d]imidazol-2,5-diamine